(E)-3,5-dimethyl-4-hydroxybenzeneacrylonitrile CC=1C=C(C=C(C1O)C)/C=C/C#N